tert-butyl 3-(6-cyano-1-((1-methyl-1H-imidazol-4-yl)methyl)-1H-indol-3-yl)propanoate C(#N)C1=CC=C2C(=CN(C2=C1)CC=1N=CN(C1)C)CCC(=O)OC(C)(C)C